C(C1=CC=CC=C1)S(=O)(=O)NCCN N-Toluenesulfonylethylenediamine